trans-5-fluoro-N-(4-hydroxy-1-methyl-cyclohexyl)-7-[2-(2,2,2-trifluoroethoxy)phenyl]benzofuran-2-carboxamide FC=1C=C(C2=C(C=C(O2)C(=O)NC2(CCC(CC2)O)C)C1)C1=C(C=CC=C1)OCC(F)(F)F